(1R,5S)-9-((4,4-difluorocyclohexyl)methyl)-3-oxa-7,9-diazabicyclo[3.3.1]nonane hydrochloride Cl.FC1(CCC(CC1)CN1[C@H]2COC[C@@H]1CNC2)F